8-methyl-2,3-dihydro-1H-pyrido[2,3-b][1,4]oxazin CC1=CC=NC=2OCCNC21